(3-{5-amino-6-[1-(2,6-dichloro-phenyl)-ethoxy]-pyrazin-2-yl}-phenyl)-((S)-2-pyrrolidin-1-ylmethyl-pyrrolidin-1-yl)-methanone NC=1N=CC(=NC1OC(C)C1=C(C=CC=C1Cl)Cl)C=1C=C(C=CC1)C(=O)N1[C@@H](CCC1)CN1CCCC1